iron cobalt nickel oxygen [O].[Ni].[Co].[Fe]